(ethane-1,2-diyl)bis(2-(2,4-difluoro-6-(hydrazinecarbonyl)phenyl)-4-methoxy-1H-benzo[d]imidazole-5-carboxamide) hydrochloride Cl.C(CN1C(=NC2=C1C=CC(=C2OC)C(=O)N)C2=C(C=C(C=C2C(=O)NN)F)F)N2C(=NC1=C2C=CC(=C1OC)C(=O)N)C1=C(C=C(C=C1C(=O)NN)F)F